FC(C=1C(=NC(=NC1)SC)OC[C@@H]1CC[C@@]2(CCCN12)COC(C1=CC=CC=C1)(C1=CC=CC=C1)C1=CC=CC=C1)F (3S,7aS)-3-(((5-(difluoromethyl)-2-(methylthio)pyrimidin-4-yl)oxy)methyl)-7a-((trityloxy)methyl)hexahydro-1H-pyrrolizine